FC1(CN(CC1)CCCOC=1C(=C(C=CC1)C1=C(C(=CC=C1)COC=1C=C(C(=C2CCCC12)CN1C(CCCC1)C(=O)O)OC)C)C)F 1-((7-((3'-(3-(3,3-difluoropyrrolidin-1-yl)propoxy)-2,2'-dimethyl-[1,1'-biphenyl]-3-yl)methoxy)-5-methoxy-2,3-dihydro-1H-inden-4-yl)methyl)piperidine-2-carboxylic acid